COC1=CC=C(CN(S(=O)(=O)C=2C3=CN(N=C3C=C(C2)C(C(=O)N)C2=C(C=CC=C2)Cl)C(C)C(C)C)CC2=CC=C(C=C2)OC)C=C1 (4-(N,N-bis(4-methoxybenzyl)sulfamoyl)-2-(3-methylbutan-2-yl)-2H-indazol-6-yl)-2-(2-chlorophenyl)acetamide